ClC=1C=CC(=C(C1)C1=NNC=C1NC(=O)C=1C2=C(C=NC1)NC=C2)OC(F)F N-(3-(5-chloro-2-(difluoromethoxy)phenyl)-1H-pyrazol-4-yl)-1H-pyrrolo[2,3-c]pyridine-4-carboxamide